7-(1-Aminoethyl)-6-(3-fluorophenyl)-3-(trifluoromethyl)-5H-[1,3]thiazolo[3,2-a]pyrimidin-5-one Trifluoroacetic Acid Salt FC(C(=O)O)(F)F.NC(C)C=1N=C2N(C(C1C1=CC(=CC=C1)F)=O)C(=CS2)C(F)(F)F